1-[6-[6-fluoro-5-(1-methylcyclopropoxy)-2H-indazol-3-yl]pyrimidin-4-yl]piperidine-4-carbaldehyde FC=1C(=CC2=C(NN=C2C1)C1=CC(=NC=N1)N1CCC(CC1)C=O)OC1(CC1)C